FC1(CCN(CC1)CCNC1=CC(=CC=2N(C(=NC21)C2=CC=C(C=C2)S(=O)(=O)C)C)C2=CC=C(C=C2)N2CCN(CC2)C(C)C)F N-(2-(4,4-difluoropiperidin-1-yl)ethyl)-6-(4-(4-isopropylpiperazin-1-yl)phenyl)-1-methyl-2-(4-(methylsulfonyl)phenyl)-1H-benzo[d]imidazol-4-amine